C(C)C1=CC=C(C=C1)C/C=C/C=1C=C(CC2CNCC(N2)=O)C=CC1 (E)-6-(3-(3-(4-ethylphenyl)prop-1-en-1-yl)benzyl)piperazin-2-one